FC(C1=C(C2=C(N=N1)SC1=C2N=CN=C1N1CC(C1)(CO)CO)C)F (1-(3-(difluoromethyl)-4-methylpyrimido[4',5':4,5]thieno[2,3-c]pyridazin-8-yl)azetidine-3,3-diyl)dimethanol